CN(C)CC1CCC(CC1)[N+]1=NOC(=C1)[N-]C(NC1=CC(=CC(=C1)C(F)(F)F)NC(CCC1=CN(C2=CC=CC=C12)C)=O)=O (3-((1R,4R)-4-((Dimethylamino)methyl)-cyclohexyl)-1,2,3-oxadiazol-3-ium-5-yl)((3-(3-(1-methyl-1H-indol-3-yl)propanamido)-5-(trifluoromethyl)phenyl)carbamoyl)amide